isovaleryl-D-glutamine C(CC(C)C)(=O)N[C@H](CCC(N)=O)C(=O)O